2-propanol difluorophosphate P(=O)(F)(F)OC(C)C